3-chloro-2-methyl-5-nitrophenol ClC=1C(=C(C=C(C1)[N+](=O)[O-])O)C